3-neopentyl-4-oxo-3,4-dihydroimidazo[5,1-d][1,2,3,5]tetrazine-8-carboxamide C(C(C)(C)C)N1N=NC=2N(C1=O)C=NC2C(=O)N